5-METHYL-1-HEXENYLBORONIC ACID CC(CCC=CB(O)O)C